FC=1C(=NC=CC1)N1N=CC=C1C(F)(F)F 1-(3-fluoropyridin-2-yl)-5-(trifluoromethyl)-1H-pyrazol